COC(C(=O)N1C(CCC(C1)C)C1=CC=2C(=NON2)C=C1)=O 2-(2-(Benzo[c][1,2,5]oxadiazol-5-yl)-5-methylpiperidin-1-yl)-2-oxoacetic acid methyl ester